4-fluoro-2-((1-(2-(isoindolin-2-yl)-3,7-dimethyl-4-oxo-4H-pyrido[1,2-a]pyrimidin-9-yl)ethyl)amino)benzoic acid FC1=CC(=C(C(=O)O)C=C1)NC(C)C1=CC(=CN2C1=NC(=C(C2=O)C)N2CC1=CC=CC=C1C2)C